tert-butyl (4-cyano-2-nitrophenyl)carbamate C(#N)C1=CC(=C(C=C1)NC(OC(C)(C)C)=O)[N+](=O)[O-]